ClC1=NC=C(C(=N1)NC(CC)CCC)C 2-chloro-N-(hexan-3-yl)-5-methylpyrimidin-4-amine